C(C)(=O)OC(CCC)=O 1-butyryl acetate